2-{3-[(3S)-3-(propan-2-yl)piperazin-1-yl]-1,2,4-triazin-6-yl}-5-(2H-1,2,3-triazol-2-yl)pyridin-3-ol dihydrochloride Cl.Cl.CC(C)[C@H]1CN(CCN1)C=1N=NC(=CN1)C1=NC=C(C=C1O)N1N=CC=N1